N(=[N+]=[N-])[C@H]1CN(C[C@@H]2O[C@H]12)C(=O)OCCCC butyl (1S,5S,6R)-5-azido-7-oxa-3-azabicyclo[4.1.0]heptane-3-carboxylate